C(C)N1C(=NN(C1=O)C=1C=C2C(=CN(C(C2=CC1F)=O)[C@H]1[C@H](CCC1)C)C(C)C)CO 6-(4-ethyl-3-(hydroxymethyl)-5-oxo-4,5-dihydro-1H-1,2,4-triazol-1-yl)-7-fluoro-4-isopropyl-2-((1R,2S)-2-methylcyclopentyl)isoquinolin-1(2H)-one